COC=1C=C(C2=CC=CC=C2C1)C1(CC1)NC(C1=C(C=CC(=C1)OCCNC)C)=O N-(1-(3-Methoxynaphthalen-1-yl)cyclopropyl)-2-methyl-5-(2-(methylamino)ethoxy)benzamide